OC1(CC(C1)C(=O)N1CC2(C1)CCC(CC2)C2=CC=1N(N=C2)C=CC1)C ((1s,3s)-3-Hydroxy-3-methylcyclobutyl)(7-(pyrrolo[1,2-b]pyridazin-3-yl)-2-azaspiro[3.5]nonan-2-yl)methanon